S(OC1=CC=C(C=C1)OCC1=C(C=C(C=C1F)C1=CN=NC=C1)F)(=O)(=O)F 4-((2,6-difluoro-4-(pyridazin-4-yl)benzyl)oxy)phenyl sulfurofluoridate